1-ethyl-2,3-dimethylimidazolium methanesulfonate CS(=O)(=O)[O-].C(C)N1C(=[N+](C=C1)C)C